[2-[[8-(7-azabicyclo[2.2.1]heptan-7-yl)-6-[(1R)-1-hydroxyethyl]pyrido[3,4-d]pyrimidin-2-yl]amino]-7,8-dihydro-5H-1,6-naphthyridin-6-yl]-(4-methylmorpholin-2-yl)methanone C12CCC(CC1)N2C2=NC(=CC1=C2N=C(N=C1)NC1=NC=2CCN(CC2C=C1)C(=O)C1CN(CCO1)C)[C@@H](C)O